1-isobutyl-5-(2-(4-(methylsulfonyl)phenyl)amino-5-fluoropyrimidin-4-yl)-pyridin-2(1H)-one C(C(C)C)N1C(C=CC(=C1)C1=NC(=NC=C1F)NC1=CC=C(C=C1)S(=O)(=O)C)=O